N-Methyl-5-(1,4,5,6-tetrahydropyrrolo[3,4-d]imidazol-2-yl)pyridine-2-carboxamide hydrochloride Cl.CNC(=O)C1=NC=C(C=C1)C1=NC2=C(N1)CNC2